ClC=1C=CC=2C3=C(C(N(C2C1)C1=C(C(=CC=C1)F)Cl)=O)N=CN3C 7-Chloro-5-(2-chloro-3-fluorophenyl)-1-methyl-1,5-dihydro-4H-imidazo[4,5-c]quinolin-4-one